ClC1=CC(=C2C=NN(C2=C1)C1CCN(CC1)C(=O)OC(C)(C)C)N1C(N(C(CC1)=O)COCC[Si](C)(C)C)=O tert-Butyl 4-(6-chloro-4-(2,4-dioxo-3-((2-(trimethylsilyl)ethoxy)methyl)tetrahydropyrimidin-1(2H)-yl)-1H-indazol-1-yl)piperidine-1-carboxylate